FC1=C(C=CC(=C1)F)N1CC(CC1)C=1C(=C(C(=O)O)C=CC1)F 3-(1-(2,4-difluorophenyl)pyrrolidin-3-yl)-2-fluorobenzoic acid